cyclopenta-[g]-benzopyran O1C=CC=C2C1=CC=1C(=C2)C=CC1